ClC1=C(C=C2C=C(N=CC2=C1)NC(=O)C1COC(C1)(C)C)N1CCN(CC1)C1(COCC1O)C Rac-N-(7-chloro-6-(4-(4-hydroxy-3-methyltetrahydrofuran-3-yl)piperazin-1-yl)isoquinolin-3-yl)-5,5-dimethyltetrahydrofuran-3-carboxamide